tert-butoxycarbonyl-4-[(9H-fluoren-9-yl)methoxycarbonylamino]-4-piperidinecarboxylic acid C(C)(C)(C)OC(=O)N1CCC(CC1)(C(=O)O)NC(=O)OCC1C2=CC=CC=C2C=2C=CC=CC12